C1(C(C(C(C(C1O)O)O)O)O)O (1R,2S,3r,4R,5S,6s)-Cyclohexane-1,2,3,4,5,6-hexol